FC=1C=CC(=NC1)OC 5-fluoro-2-methoxypyridin